FC1=C(C(=CC=C1)OC)C1=CC(=NC=C1C(=O)OC)CO methyl 4-(2-fluoro-6-methoxyphenyl)-6-(hydroxymethyl)nicotinate